C=CC=CC=CC=C octatetraene